N-({4-chloro-1H,3H-furo[3,4-c]quinolin-7-yl}methyl)-N-(2-cyanopyridin-3-yl)-2-cyclopropylpyrimidine-5-carboxamide ClC1=NC=2C=C(C=CC2C2=C1COC2)CN(C(=O)C=2C=NC(=NC2)C2CC2)C=2C(=NC=CC2)C#N